6-(1H-indazol-6-yl)-N-(3-methoxy-4-(4-(2,2,2-trifluoroethyl)piperazin-1-yl)phenyl)-[1,2,4]Triazolo[1,5-a]Pyrazin-8-amine N1N=CC2=CC=C(C=C12)C=1N=C(C=2N(C1)N=CN2)NC2=CC(=C(C=C2)N2CCN(CC2)CC(F)(F)F)OC